4-chloro-6-cyclopropyloxy-3-fluorocyanobenzene ClC1=C(C=C(C(=C1)OC1CC1)C#N)F